1-(3-Fluoro-5-methoxypyridin-4-yl)-7-methoxy-8-(1-methyl-1H-pyrazol-4-yl)-1,3-dihydroimidazo[4,5-c]quinolin-2-one FC=1C=NC=C(C1N1C(NC=2C=NC=3C=C(C(=CC3C21)C=2C=NN(C2)C)OC)=O)OC